2-(3,5-dichlorophenyl)benzo[d]oxazole-6-carboxylic acid 5,6,7,8-tetrahydroimidazo[1,2-a]pyridin-6-yl ester hydrochloride Cl.N=1C=CN2C1CCC(C2)OC(=O)C2=CC1=C(N=C(O1)C1=CC(=CC(=C1)Cl)Cl)C=C2